7-(3-(7-fluoro-2-methyl-2,3-dihydro-4H-benzo[b][1,4]oxazin-4-yl)-7,8-dihydro-1,6-naphthyridin-6(5H)-yl)-8-methyl-4H-pyrimido[1,2-b]pyridazin-4-one FC=1C=CC2=C(OC(CN2C=2C=NC=3CCN(CC3C2)C=2C(=CC=3N(N2)C(C=CN3)=O)C)C)C1